O=C1NC(CC[C@H]1N1CCC2=C(C=CC=C12)N1CCN(CC1)CC(=O)O)=O 2-[4-[1-[(3R)-2,6-dioxo-3-piperidyl]indolin-4-yl]piperazin-1-yl]acetic acid